5-fluoro-6-(4-hydroxy-3,5-dimethoxyphenoxy)benzo[d]thiazole-2-carbonitrile FC=1C(=CC2=C(N=C(S2)C#N)C1)OC1=CC(=C(C(=C1)OC)O)OC